C1(=CC=CC=C1)S(=O)(=O)N1C=CC=2C1=NC=CC2 (phenylsulfonyl)-1H-pyrrolo[2,3-b]Pyridine